3,3-bis-(3-methyl-4-hydroxy-phenyl)-2-oxo-2,3-dihydroindole CC=1C=C(C=CC1O)C1(C(NC2=CC=CC=C12)=O)C1=CC(=C(C=C1)O)C